C[C@@H]1O[C@@H](CN(C1)C1=CC=C(C(=N1)C1=NC2=CC(=NC=C2C=C1)CNC(OC(C)(C)C)=O)C)C tert-butyl ((2-(6-((cis)-2,6-dimethylmorpholino)-3-methylpyridin-2-yl)-1,6-naphthyridin-7-yl)methyl)carbamate